ClC=1C=CC(=C(C1)CC(=O)NC1=CC(=NC=C1)C(=O)NC1[C@@H]2CN(C[C@H]12)C(=O)OC(C)(C)C)O tert-Butyl (1r,5s,6s)-6-{4-[2-(5-chloro-2-hydroxyphenyl)acetamido]pyridine-2-amido}-3-azabicyclo[3.1.0]hexane-3-carboxylate